COC(C1=CC=C(C=C1)NC1CCCC1)=O.OC(CCC(CCC1=CC=C(C=C1)OC)=O)C 6-Hydroxy-1-(4-methoxyphenyl)heptan-3-one methyl-4-(N-cyclopentylamino)benzoate